(R)-2-(6-(2,5-dichloropyrimidin-4-yl)-1-oxoisoindolin-2-yl)-N-((S)-1-(3-fluoro-5-methylphenyl)-2-hydroxyethyl)propanamide ClC1=NC=C(C(=N1)C1=CC=C2CN(C(C2=C1)=O)[C@@H](C(=O)N[C@H](CO)C1=CC(=CC(=C1)C)F)C)Cl